2-ethoxy-5-(2-fluoro-4-nitro-6-(2-trityl-2H-tetrazol-5-yl)phenyl)pyridine C(C)OC1=NC=C(C=C1)C1=C(C=C(C=C1C=1N=NN(N1)C(C1=CC=CC=C1)(C1=CC=CC=C1)C1=CC=CC=C1)[N+](=O)[O-])F